(1s,3s)-3-amino-1-methylcyclobutanol hydrochloride CC1(CC(C1)N)O.Cl